FC1=C(OC2=C(N=C(S2)C(=O)O)C)C=CC(=C1)N1N=CN(C1=O)CC1=C(C=CC=C1)F 5-[2-fluoro-4-[4-[(2-fluorophenyl)methyl]-5-oxo-1,2,4-triazol-1-yl]phenoxy]-4-methyl-thiazole-2-carboxylic acid